3-((5-phenyloxazol-4-yl)methylene)-6-(3-(4-fluorobenzoyl)benzylidene)piperazine-2,5-dione C1(=CC=CC=C1)C1=C(N=CO1)C=C1C(NC(C(N1)=O)=CC1=CC(=CC=C1)C(C1=CC=C(C=C1)F)=O)=O